4-hydroxy-N'-((1E)-3-phenylallylidene)benzohydrazide OC1=CC=C(C(=O)N/N=C/C=CC2=CC=CC=C2)C=C1